tert-butyl ((6-(pyridin-3-yl)isochroman-1-yl)methyl)carbamate N1=CC(=CC=C1)C=1C=C2CCOC(C2=CC1)CNC(OC(C)(C)C)=O